CP(C1CCCCC1)(C1CCCCC1)=O methyl-dicyclohexyl-phosphorus oxide